N-(5-(1-methyl-1H-pyrazol-3-yl)-4-((6-methyl-2-(tetrahydrofuran-3-yl)pyrimidin-4-yl)amino)pyridin-2-yl)acetamide CN1N=C(C=C1)C=1C(=CC(=NC1)NC(C)=O)NC1=NC(=NC(=C1)C)C1COCC1